bromospiro[fluorene-9,9'-thioxanthene] BrC1=CC=CC=2SC3=CC=CC=C3C3(C12)C1=CC=CC=C1C=1C=CC=CC13